FC(C1=C(C=NN1)C1=CC=C2C(N(C=NC2=C1)CC=1C=C(C(=O)NC)C=C(C1)F)=O)F 3-((7-(5-(Difluoromethyl)-1H-pyrazol-4-yl)-4-oxoquinazolin-3(4H)-yl)methyl)-5-fluoro-N-methylbenzamide